tertbutyl-(N-(2-aminoethyl)-5-isoquinolinesulfonamide) carbamate C(N)(O)=O.C(C)(C)(C)C1=NC=CC=2C(=CC=CC12)S(=O)(=O)NCCN